S(=O)(=O)(O)O.C(C)OC(=O)[C@H]1NC[C@H](CC1)NCC1=CC=CC=C1 (2s,5s)-5-(benzylamino)-piperidine-2-carboxylic acid ethyl ester sulfate